(4-(5-hydroxypyridin-2-yl)piperazin-1-yl)-2-(4-methylbenzyl)-1,2-oxazinan-3-one OC=1C=CC(=NC1)N1CCN(CC1)C1C(N(OCC1)CC1=CC=C(C=C1)C)=O